(±)-2-{4-[3-(4,5-dichloro-6-methoxy-1-methyl-1H-indole-2-amido)oxolan-3-yl]phenyl}butanoic acid ClC1=C2C=C(N(C2=CC(=C1Cl)OC)C)C(=O)NC1(COCC1)C1=CC=C(C=C1)C(C(=O)O)CC